3-(4-((7-Fluoroquinazolin-4-yl)amino)butyl)-5,5-dimethylimidazoline-2,4-dione FC1=CC=C2C(=NC=NC2=C1)NCCCCN1C(NC(C1=O)(C)C)=O